5-methyl-4-(3-(trifluoromethoxy)phenyl)furan-2-carboxylic acid CC1=C(C=C(O1)C(=O)O)C1=CC(=CC=C1)OC(F)(F)F